C1(=CC=CC=C1)N(C1=C(C=CC=C1)C1=C(C=CC=2C3=CC=CC=C3NC12)C1=CC=CC=C1)C1=C(C(=C(C(=C1NC1=CC=CC=2C3=CC=CC=C3CC12)C)C)C1=CC=CC=C1)C1=CC=CC=C1 (phenyl)(phenyldimethylfluorenylaminobiphenylyl)[(phenylcarbazolyl)phenyl]amine